CC(C)(CCC(C)(OOC(C1=CC=CC=C1)=O)C)OOC(C1=CC=CC=C1)=O 2,5-dimethyl-2,5-di(benzoyl-peroxy)hexane